3-(((2-chloro-[1,1'-biphenyl]-4-yl)methyl)amino)-N-(3-((6-(4-methyl-1H-imidazol-5-yl)-1H-indazol-4-yl)amino)propyl)propanamide ClC1=C(C=CC(=C1)CNCCC(=O)NCCCNC1=C2C=NNC2=CC(=C1)C1=C(N=CN1)C)C1=CC=CC=C1